COC1=C(OC2=CC=C(C=C2)[C@H](CC(=O)OCC)N[S@](=O)C2=CC=C(C=C2)C)C=CC=C1 ethyl (S)-3-(4-(2-methoxyphenoxy)phenyl)-3-((R)-4-methylphenylsulfinamido)propanoate